COC(=O)C1=CC2=C(OCC(N2)=O)C=C1[N+](=O)[O-] 7-Nitro-3-oxo-3,4-dihydro-2H-benzo[b][1,4]oxazine-6-carboxylic acid methyl ester